OXO-PYRROLIDIN-1-YL-ACETIC ACID O=C(C(=O)O)N1CCCC1